C(C)C(CC)(CCCCCCCCCCCCC)C1C(N=NO1)=O 5-(3-ethylhexadecan-3-yl)-1,2,3-oxadiazol-4(5H)-one